COC1=C(NCC#CC2=CC(=C3C=CN(C3=C2)CC(F)(F)F)NC2CCN(CC2)CC(=O)N)C=CC(=C1)S(=O)(=O)C 2-[4-[[6-[3-(2-methoxy-4-methylsulfonyl-anilino)prop-1-ynyl]-1-(2,2,2-trifluoroethyl)indol-4-yl]amino]-1-piperidyl]acetamide